COC1=C(C=CC(=C1)OC)CC=O 2,4-dimethoxyphenylacetaldehyde